Cl.FC1=C(C(=CC(=C1)C(F)(F)F)F)C(C)NC 1-(2,6-difluoro-4-(trifluoromethyl)phenyl)-N-methylethan-1-amine hydrochloride